ClC1=C2OC=3C=C(C=CC3C(C2=CC=C1)=O)N1C[C@@H]([C@H](C1)C=1C=NC=CC1)C(=O)O (3R,4S)-1-(5-chloro-9-oxo-xanthen-3-yl)-4-(3-pyridyl)pyrrolidine-3-carboxylic acid